COC(=O)C=1SC(=C(C1)C1=NC=C(C=N1)OC1CN(C1)C)C.ClC1=CC=C(C=C1)S(=O)CC(=O)C1=CC=C(C=C1)C1=NOC(=N1)C(F)(F)F 2-((4-chlorophenyl)sulfinyl)-1-(4-(5-(trifluoromethyl)-1,2,4-oxadiazol-3-yl)phenyl)ethan-1-one methyl-5-methyl-4-{5-[(1-methylazetidin-3-yl)oxy]pyrimidin-2-yl}thiophene-2-carboxylate